C(C)OC(=O)C1=C(C2=C(N=CN2C(F)F)C(=C1)C1=CC=C(C=C1)OC(F)(F)F)Br 4-bromo-3-(difluoromethyl)-7-[4-(trifluoromethoxy)phenyl]benzimidazole-5-carboxylic acid ethyl ester